methyl 5-(((allyloxy) carbonyl) amino)-3-oxopentanoate C(C=C)OC(=O)NCCC(CC(=O)OC)=O